C(CCC)NN N'-butylhydrazine